ClC1=CC=2C(OCCC=3C=C(N=CC3C=3C=CC(=C(NS(C(=C1O)C2)(=O)=O)C3)OC(F)(F)F)F)=O 14-Chloro-5-fluoro-15-hydroxy-17,17-dioxo-20-(trifluoromethoxy)-10-oxa-17λ6-thia-4,18-diazatetracyclo[17.3.1.112,16.02,7]tetracosa-1(23),2(7),3,5,12(24),13,15,19,21-nonaen-11-one